CC(C(=O)O)CC.C(C(C)O)O propylene Glycol Methyl-Ethyl-Acetate